FC1=C(C=C(C(=C1)F)F)CC(=O)OCC ethyl 2,4,5-trifluorophenylacetate